OC(CC(=O)O)(CCC)CC 3-Hydroxy-3-ethylhexanoic acid